3-methoxy-4-(tetrahydropyran-4-yl)benzene-1,2-diamine COC1=C(C(=CC=C1C1CCOCC1)N)N